2,3-dihydroxy-2-(hydroxymethyl)propanoic acid OC(C(=O)O)(CO)CO